N(=[N+]=[N-])\C(\C(=O)OC)=C\C1=C(C=C(C(=C1)Cl)F)Cl methyl (E)-2-azido-3-(2,5-dichloro-4-fluorophenyl)acrylate